N-(4-chlorophenyl)-5-(4-isopropylphenyl)-N-methylnicotinamide ClC1=CC=C(C=C1)N(C(C1=CN=CC(=C1)C1=CC=C(C=C1)C(C)C)=O)C